CC1C(C1)NP(OCC)(=O)CC1=CC=C(C=C1)C1=NOC(=N1)C(F)(F)F ethyl N-(2-methylcyclopropyl)-P-(4-(5-(trifluoromethyl)-1,2,4-oxadiazol-3-yl)benzyl)phosphonamidate